(4-bromophenyl)-N-methylpropanamide BrC1=CC=C(C=C1)C(C(=O)NC)C